C(=CC(C)C)NCC=1C(NC(NC1)=O)=O 5-(iso-pentenylaminomethyl)-uracil